C1(CCCCC1)C(=O)C(C)(C)S(=O)(=O)C1=CC=C(C)C=C1 2-(cyclohexylcarbonyl)-2-(p-toluenesulfonyl)propane